chloroacetic acid-2-butoxyethyl ester C(CCC)OCCOC(CCl)=O